OC1=CC=C(C=C1)C[C@H](C(=O)[O-])O (R)-3-(4-Hydroxy-phenyl)lactate